C(=O)(O)CN(CCN([C@@H](C)C(=O)O)CCN(C)CC(=O)O)C N,N-bis[2-[(carboxymethyl)methylamino]ethyl]-Alanine